BrC1=CC(=C2C(=CC(=NC2=C1)O)O)F 7-bromo-5-fluoro-quinoline-2,4-diol